C(C)C1=NC(=CC=C1N1C[C@H](CC(C1)(F)F)CC(=O)O)C=1N=NN(C1COC1=NN(N=C1)CC(C)C)C (S)-2-(1-(2-ethyl-6-(5-(((2-isobutyl-2H-1,2,3-triazol-4-yl)oxy)methyl)-1-methyl-1H-1,2,3-triazol-4-yl)pyridin-3-yl)-5,5-difluoropiperidin-3-yl)acetic acid